FC1=C(C=CC(=C1)C1=NN(C=N1)C1=CC=C(C=C1)OC(F)(F)F)NC(=O)\N=C\1/SCC(N1C1=C(C=CC(=C1)C)C(C)OC)=O (Z)-1-(2-fluoro-4-(1-(4-(trifluoromethoxy)phenyl)-1H-1,2,4-triazol-3-yl)phenyl)-3-(3-(2-(1-methoxyethyl)-5-methylphenyl)-4-oxothiazolidin-2-ylidene)urea